OC1=CC(=C(C(=O)O)C=C1)C(F)(F)F 4-Hydroxy-2-trifluoromethyl-benzoic acid